(1-methylpiperidin-4-yl)(phenyl)acetic acid CN1CCC(CC1)C(C(=O)O)C1=CC=CC=C1